N1=CN=C(C2=C1NC=C2)C=2C=CC(=NC2)N2CC1N(C(C2)C1)CC1=CC(=C(C=C1)OC)F 3-(5-(7H-pyrrolo[2,3-d]pyrimidin-4-yl)pyridin-2-yl)-6-(3-fluoro-4-methoxybenzyl)-3,6-diazabicyclo[3.1.1]heptane